CC1=C(N2C(C=3OCCN(C3C(=N2)NCC2CCNCC2)C)=N1)C1=CC(=NC=C1)C(F)(F)F [2,6-Dimethyl-3-(2-trifluoromethyl-pyridin-4-yl)-7,8-dihydro-6H-9-oxa-1,3a,4,6-tetraaza-cyclopenta[a]naphthalen-5-yl]-piperidin-4-ylmethyl-amine